C(#N)C=1C=NC(=NC1)[C@@H](C)NC(CN1C(NC2=CC=C(C(=C2C1=O)C)F)=O)=O (R)-N-(1-(5-cyanopyrimidin-2-yl)ethyl)-2-(6-fluoro-5-methyl-2,4-dioxo-1,4-dihydroquinazolin-3(2H)-yl)acetamide